2-isocyano-2-methyl-propane [N+](#[C-])C(C)(C)C